N1N=CC=C1NC1=NC(=CC(=C1)C1(CCCCC1)O)N1[C@@H](COCC1)C (R)-1-(2-((1H-pyrazol-5-yl)amino)-6-(3-methylmorpholino)pyridin-4-yl)cyclohexan-1-ol